N1=CC=C(C=C1)CN1C=CC=2C=NC(=CC21)C2=NC=CC(=C2)C2=NOC(=N2)C(F)(F)F 3-(2-(1-(pyridin-4-ylmethyl)-1H-pyrrolo[3,2-c]pyridin-6-yl)pyridin-4-yl)-5-(trifluoromethyl)-1,2,4-oxadiazole